1-(4-chlorophenyl)-4,4-dimethylpentan-3-one ClC1=CC=C(C=C1)CCC(C(C)(C)C)=O